N-(5-(2-ethyl-1-oxo-1,2-dihydroisoquinolin-7-yl)pyrimidin-2-yl)pentanamide C(C)N1C(C2=CC(=CC=C2C=C1)C=1C=NC(=NC1)NC(CCCC)=O)=O